C(=O)(O)NCCC(=O)O N-carboxy-β-alanine